5-(3-methoxy-3-oxopropyl)-1-methyl-1H-imidazole-4-carboxylic acid methyl ester COC(=O)C=1N=CN(C1CCC(=O)OC)C